methyl 6-(3-chloro-2-fluoro-6-(methylsulfonyl) phenyl)-3-methylpyrazine-2-carboxylate ClC=1C(=C(C(=CC1)S(=O)(=O)C)C1=CN=C(C(=N1)C(=O)OC)C)F